ClC1=C(C=CC=C1)CN1CCC2(CC1)C(NC1=CC=C(C=C12)C(=O)O)=O 1'-[(2-chlorophenyl)methyl]-2-oxospiro[indoline-3,4'-piperidine]-5-carboxylic acid